[2-[2-[[1-[4-[3-[(4-methoxyphenyl)methyl]-2,4-dioxo-pyrimidin-1-yl]phenyl]-4-piperidyl]methoxy]ethoxy]ethyl]carbamate COC1=CC=C(C=C1)CN1C(N(C=CC1=O)C1=CC=C(C=C1)N1CCC(CC1)COCCOCCNC([O-])=O)=O